N,N,N',N',N''-pentamethyl-N''-isopropyl-guanidinium trifluoromethanesulfonate FC(S(=O)(=O)[O-])(F)F.CN(C(=[N+](C(C)C)C)N(C)C)C